1-(1-(3-Chloro-5-fluorophenyl)-2-(dimethylamino)ethyl)-4-(5-morpholino-1H-pyrrolo[2,3-b]pyridin-3-yl)pyridin-2(1H)-one ClC=1C=C(C=C(C1)F)C(CN(C)C)N1C(C=C(C=C1)C1=CNC2=NC=C(C=C21)N2CCOCC2)=O